C(#N)[C@H](CC1=CC=C(C=C1)C=1C=CC2=C(N(C(O2)=O)C)C1)NC(=O)C1CCCCC1 (S)-N-(1-cyano-2-(4-(3-methyl-2-oxo-2,3-dihydrobenzo[d]oxazol-5-yl)phenyl)ethyl)cyclohexanecarboxamide